C(=O)(O)[C@H](CCC(=O)ON1C(C=CC1=O)=O)NC(CCCCCCCCCCCCCCCC(=O)O)=C=O (S)-16-((1-carboxyl-4-((2,5-diketopyrrol-1-yl)oxy)-4-ketobutyl)amino)-16-carbonyl-hexadecyl-carboxylic acid